N,N,N',N'-tetramethyl-10H-phenothiazine-3,7-diaminium di(hydrochloride) Cl.Cl.C[NH+](C=1C=CC=2NC3=CC=C(C=C3SC2C1)[NH+](C)C)C